NN1N=NCC1 3-aminotriazoleN